L-5-methoxy-2-methylindole COC=1C=C2C=C(NC2=CC1)C